C1(=CC=C(C=C1)C(C(=O)C1=CC=CC=C1)=O)C(C(=O)C1=CC=CC=C1)=O 2,2'-(1,4-phenylene)bis(1-phenyl-ethane-1,2-dione)